C1(CCC1)[C@@](C)(O)C1=CC=2C(=NC(=CC2C2=CC=NN2C)C2=CC=3C(N=C2)=NN(C3)C)S1 (1R)-1-cyclobutyl-1-(6-(2-methyl-2H-pyrazolo[3,4-b]pyridin-5-yl)-4-(1-methyl-1H-pyrazol-5-yl)thieno[2,3-b]pyridin-2-yl)ethanol